4-(3,3-difluorocyclobutyl)-4H-1,2,4-triazole FC1(CC(C1)N1C=NN=C1)F